ClC=1SC(=CC1C(C(=O)O)C)Cl (2,5-dichlorothiophen-3-yl)propionic acid